C(N)(=O)C=1C(=NC(=C(N1)CC)Cl)NC=1C=C(OCCCNC(OC(C)(C)C)=O)C=CC1 tert-Butyl (3-(3-((3-carbamoyl-6-chloro-5-ethylpyrazin-2-yl)amino) phenoxy)propyl)carbamate